OC=1C=C(C=CC1O)C=1OC2=C(C(C1OCCCCCBr)=O)C(=CC(=C2)O)O 2-(3,4-dihydroxyphenyl)-3-(5-bromopentyloxy)-5,7-dihydroxy-4H-1-benzopyran-4-one